2-(N-piperidinyl-carbonyl)-5-chlorophenyl 3-[4-(4-chloro-3,5-difluorophenyl)-1H-1,2,3-triazol-1-yl]-3-deoxy-2-O-methyl-1-thio-α-D-galactopyranoside ClC1=C(C=C(C=C1F)C=1N=NN(C1)[C@@H]1[C@H]([C@@H](SC2=C(C=CC(=C2)Cl)C(=O)N2CCCCC2)O[C@@H]([C@@H]1O)CO)OC)F